C([C@@H]([C@@H]([C@@H](CO)O)O)O)NC1=C(C(=O)NC(=O)N1)N The molecule is an aminouracil that is D-ribitol in which the hydroxy group at position 1 is substituted by the 6-amino group of 5,6-diaminouracil. Early intermediate in bacterial riboflavin synthesis. It has a role as a Saccharomyces cerevisiae metabolite, an Escherichia coli metabolite and a mouse metabolite. It is a hydroxypyrimidine and an aminouracil. It derives from a ribitol.